FC1=C(C#N)C=CC(=C1)C1=NC(=NC2=CC=C(C=C12)C1=CC(=C(C=C1)OC)F)NC[C@@H]1CNCC1 (S)-2-fluoro-4-(6-(3-fluoro-4-methoxyphenyl)-2-((pyrrolidin-3-ylmethyl)amino)quinazolin-4-yl)benzonitrile